(S)-4-(3-((4-(tert-butoxycarbonyl)morpholin-2-yl)methyl)-6-methylbenzofuran-2-yl)-3,5-difluorobenzoic acid C(C)(C)(C)OC(=O)N1C[C@@H](OCC1)CC1=C(OC2=C1C=CC(=C2)C)C2=C(C=C(C(=O)O)C=C2F)F